N1C(=NCC1)COC1=CC=2C=3C=C4C(=CC3N(C2C=C1)C)C=CC=N4 9-((4,5-dihydro-1H-imidazol-2-yl)methoxy)-6-methyl-6H-pyrido[3,2-b]carbazole